manganese (cyclohexanebutyrate) C1(CCCCC1)CCCC(=O)[O-].[Mn+2].C1(CCCCC1)CCCC(=O)[O-]